(R)-4-(5-(5-fluoro-2-methoxypyridin-4-yl)-1H-pyrazole-3-carbonyl)-N-((3R,6R)-1-methyl-6-(trifluoromethyl)piperidin-3-yl)-4-azaspiro[2.5]Octane-7-carboxamide FC=1C(=CC(=NC1)OC)C1=CC(=NN1)C(=O)N1C2(CC2)C[C@@H](CC1)C(=O)N[C@H]1CN([C@H](CC1)C(F)(F)F)C